C(C)[C@]12N(C=3C(=NN=C(C3)C3=C(C(=CC=C3)F)O)NC1)C[C@@H](C2)N(C2CCNCC2)CC 2-((6aR,8R)-6a-ethyl-8-(ethyl(piperidin-4-yl)amino)-5,6,6a,7,8,9-hexahydropyrrolo[1',2':4,5]pyrazino[2,3-c]pyridazin-2-yl)-6-fluorophenol